N-[(2S)-4-diazo-2-methoxy-3-oxo-butyl]carbamic acid tert-butyl ester C(C)(C)(C)OC(NC[C@@H](C(C=[N+]=[N-])=O)OC)=O